(3S,5S,8R,9S,10S,13R,14S,17R)-3-ethyl-10,13-dimethyl-17-((3R,6S)-7,7,7-trifluoro-6-hydroxy-6-methylheptan-3-yl)hexadecahydro-1H-cyclopenta[a]phenanthren-3-ol C(C)[C@@]1(CC[C@@]2([C@H]3CC[C@@]4([C@H](CC[C@H]4[C@@H]3CC[C@H]2C1)[C@H](CC)CC[C@](C(F)(F)F)(C)O)C)C)O